4-n-octylphenyl-magnesium bromide C(CCCCCCC)C1=CC=C(C=C1)[Mg]Br